niobium-vanadium-titanium-nickel-molybdenum [Mo].[Ni].[Ti].[V].[Nb]